3-fluoro-4-cyanothiophene FC1=CSC=C1C#N